N-(5,6-dimethoxypyridin-3-yl)-1,8,10-triazatricyclo[7.4.0.02,7]trideca-2(7),3,5,8,10,12-hexaene-11-carboxamide COC=1C=C(C=NC1OC)NC(=O)C1=NC2=NC=3C=CC=CC3N2C=C1